(2-(1-(3-methyl-4,5-dioxo-3,4,5,6-tetrahydropyrido[3,4-d]pyridazin-7-yl)piperidin-4-yl)ethyl)phosphonic acid CN1N=CC2=C(C1=O)C(NC(=C2)N2CCC(CC2)CCP(O)(O)=O)=O